Butylene glycol mononitrate [N+](=O)([O-])OCCCCO